C(C)N1N=NC2=C1C=CC(=C2C)[C@@H]([C@@H](C(=O)OC)C)C2=CC=C1CCN(CC1=C2)C(C2=C(C(=CC(=C2C)C)C)C)=O methyl (2S,3S)-3-(1-ethyl-4-methyl-1H-benzo[d][1,2,3]triazol-5-yl)-2-methyl-3-(2-(2,3,5,6-tetramethylbenzoyl)-1,2,3,4-tetrahydroisoquinolin-7-yl)propanoate